NCCC(=O)NCCNC([O-])=O [2-(beta-alanylamino)ethyl]carbamat